CN1C(N(CC=2C1=NC(=NC2)NC2=CC=C(C=C2)N2CCN(CC2)C)C2CN(CC2)CC(C(=O)O)=C)=O 2-[[3-[1-methyl-7-[4-(4-methylpiperazin-1-yl)anilino]-2-oxo-4H-pyrimido[4,5-d]pyrimidin-3-yl]pyrrolidin-1-yl]methyl]prop-2-enoic acid